(4-bromo-5,6,7,8-tetrahydrophthalazin-1-yl)-1,3-benzothiazol-2-amine BrC1=NN=C(C=2CCCCC12)C1=CC=CC2=C1N=C(S2)N